9-methyl-1,6-dioxo-2,3,4,6-tetrahydro-1H-pyrido[1,2-a]pyrazine-7-carboxylic acid CC=1C=C(C(N2C1C(NCC2)=O)=O)C(=O)O